4-[4-(cyclopropanesulfonyl)-8-fluoro-2-{[(2R,7aS)-2-fluorotetrahydro-1H-pyrrolizin-7a(5H)-yl]methoxy}pyrido[4,3-d]pyrimidin-7-yl]-5-ethynyl-6-fluoronaphthalen-2-ol C1(CC1)S(=O)(=O)C=1C2=C(N=C(N1)OC[C@]13CCCN3C[C@@H](C1)F)C(=C(N=C2)C2=CC(=CC1=CC=C(C(=C21)C#C)F)O)F